NC1=C(C=C(C=N1)NC(C(=O)N1[C@@H](CC[C@H](C1)C)C=1C=NC(=CC1)CC)=O)C N-(6-amino-5-methyl-3-pyridyl)-2-[(2S,5R)-2-(6-ethyl-3-pyridyl)-5-methyl-1-piperidyl]-2-oxo-acetamide